(5-tert-butyl-2H-pyrazol-3-yl)-3-{4-[5-(2-{3-[2-(2,6-dioxopiperidin-3-yl)-1-oxo-2,3-dihydro-1H-isoindol-4-yl]-prop-2-ynyloxy}-ethoxy)-benzimidazol-1-yl]-phenyl}-urea C(C)(C)(C)C=1C=C(NN1)NC(=O)NC1=CC=C(C=C1)N1C=NC2=C1C=CC(=C2)OCCOCC#CC2=C1CN(C(C1=CC=C2)=O)C2C(NC(CC2)=O)=O